8-benzyl-6-(4-hydroxyphenyl)-2-(pyridin-4-ylmethyl)imidazo[1,2-a]pyrazin-3(7H)-one C(C1=CC=CC=C1)C1=C2N(C=C(N1)C1=CC=C(C=C1)O)C(C(=N2)CC2=CC=NC=C2)=O